(S)-3-(4-nitro-3-(oxetan-2-ylmethylamino)phenyl)-1,2,4-oxadiazol-5(4H)-one [N+](=O)([O-])C1=C(C=C(C=C1)C1=NOC(N1)=O)NC[C@H]1OCC1